C(C)(C)(C)OC(=O)N1C[C@@H]([C@H](CC1)C(CCNC1=NC=2N(C(=C1)N(CC1=CC(=CC=C1)[N+](=O)[O-])C(=O)OC(C)(C)C)N=CC2C(C)C)(C)C)F (3R,4R)-4-((((7-((tert-butoxycarbonyl)(3-nitrobenzyl)amino))-3-Isopropylpyrazolo[1,5-a]pyrimidin-5-yl)amino)methyl-tert-butyl)-3-fluoropiperidine-1-carboxylic acid tert-butyl ester